ClC=1C=C2C(=C3C4(NC(NC13)=O)CCCCC4)OC(=C2)CN2CCC(CC2)OC 5'-chloro-2'-[(4-methoxypiperidin-1-yl)methyl]-7',8'-dihydro-6'H-spiro[cyclohexane-1,9'-furo[2,3-f]quinazoline]-7'-one